ClC=1C(=C(C=CC1)[C@@H]1N(OCC1)C1=CC(=NC=N1)NC=1C(=CC(=C(C1)NC(C=C)=O)N1CCC(CC1)N1C[C@@H](O[C@@H](C1)C)C)OC)C N-(5-((6-((R)-3-(3-chloro-2-methylphenyl)isoxazolidine-2-yl)pyrimidine-4-yl)amino)-2-(4-((2S,6R)-2,6-dimethylmorpholino)piperidine-1-yl)-4-methoxyphenyl)acrylamide